C(C)OC(=O)C1=CC=2NC=CC2S1 4H-thieno[3,2-b]pyrrole-2-carboxylic acid ethyl ester